FC(C1(CC1)C#CC1=NC(=NC(=N1)NCCC)N[C@@H](C(F)(F)F)C)F (R)-6-((1-(difluoromethyl)cyclopropyl)ethynyl)-N2-propyl-N4-(1,1,1-trifluoroprop-2-yl)-1,3,5-triazine-2,4-diamine